N1C=NC=C1CCC(C(=O)N)(C(=O)N)CCC1=CN=CN1 bis-[2-(1H-imidazol-5-yl)ethyl]malonamide